((6-(difluoromethoxy)-2-(3'-(6-((3,3-dimethylazetidin-1-yl)methyl)oxazolo[5,4-b]pyridin-2-yl)-2,2'-dimethyl-[1,1'-biphenyl]-3-yl)benzo[d]oxazol-5-yl)methyl)-L-proline FC(OC1=CC2=C(N=C(O2)C=2C(=C(C=CC2)C2=C(C(=CC=C2)C=2OC3=NC=C(C=C3N2)CN2CC(C2)(C)C)C)C)C=C1CN1[C@@H](CCC1)C(=O)O)F